N-(2-(2-amino-6-cyclopropylamino-9H-purin-9-yl)ethyl)-5-(furan-3-yl)-1-methyl-1H-pyrazole-3-carboxamide NC1=NC(=C2N=CN(C2=N1)CCNC(=O)C1=NN(C(=C1)C1=COC=C1)C)NC1CC1